5-(3,3-difluoropropoxy)-4-methoxy-pyrimidin-2-amine FC(CCOC=1C(=NC(=NC1)N)OC)F